BrCCCCCCCCCCCCSC1=C2CN(C(C2=CC=C1)=O)C1C(NC(CC1)=O)=O 3-(4-((12-bromododecyl)thio)-1-oxoisoindolin-2-yl)piperidine-2,6-dione